8-bromo-imidazo[3,2-a]pyrazine-6-carboxylic acid ethyl ester C(C)OC(=O)C=1N=C(C=2N(C1)C=CN2)Br